N1=C(N=CC=C1)NN=CC=1C=C(C(=C(C1)O)O)O 5-((2-(pyrimidin-2-yl)hydrazono)methyl)benzene-1,2,3-triol